N-[3-(triethoxysilyl)propyl]-aniline C(C)O[Si](CCCNC1=CC=CC=C1)(OCC)OCC